C(=O)C1=CC=C(OC(C(=O)OC)(C)C)C=C1 methyl 2-(4-formylphenoxy)-2-methylpropanoate